[9-(2,6-difluorophenyl)-3-methyl-16-thia-2,4,5,8-tetrazatetracyclo[8.6.0.02,6.011,15]hexadeca-1(10),3,5,8,11(15)-pentaen-13-yl]methyl methanesulfonate CS(=O)(=O)OCC1CC=2C=3C(=NCC4=NN=C(N4C3SC2C1)C)C1=C(C=CC=C1F)F